7-(2,2'-dichloro-4''-formyl-[1,1':3',1''-terphenyl]-3-yl)-[1,2,4]triazolo[4,3-a]pyridine-3-carbaldehyde ClC1=C(C=CC=C1C1=CC=2N(C=C1)C(=NN2)C=O)C2=C(C(=CC=C2)C2=CC=C(C=C2)C=O)Cl